NC1=NC=C(C=N1)C=1C=CC=C2C=C(N(C(C12)=O)C1=CC=CC=C1)[C@H](C)NC1=NC=NC2=CC=CC(=C12)F (S)-8-(2-Aminopyrimidin-5-yl)-3-(1-((5-fluoroquinazolin-4-yl)amino)ethyl)-2-phenylisoquinolin-1(2H)-one